4-(4-(((5-chloropyridin-3-yl)methyl)amino)-6-(3,5-dimethylisoxazol-4-yl)quinazolin-2-yl)thiomorpholine ClC=1C=C(C=NC1)CNC1=NC(=NC2=CC=C(C=C12)C=1C(=NOC1C)C)N1CCSCC1